3-(1,4,7,10-tetraazacyclododecane-1-yl)butane N1(CCNCCNCCNCC1)C(CC)C